C1(CC1)CC1=CNC2=NC=CC(=C21)N[C@@H]2CC[C@@H](N(C2)C(C=C)=O)C 1-((2S,5R)-5-((3-(cyclopropylmethyl)-1H-pyrrolo[2,3-b]pyridin-4-yl)amino)-2-methylpiperidin-1-yl)prop-2-en-1-one